C1(CCC1)C1=C(C(=O)N2CCC(CC2)C2=C(C#N)C=CC=C2)C=C(C(=C1)C)C1=NN=C(N1)COC (1-(2-cyclobutyl-5-(5-(methoxymethyl)-4H-1,2,4-triazol-3-yl)-4-methylbenzoyl)piperidin-4-yl)-benzonitrile